1-tridecanoyl-2-(11Z-eicosenoyl)-glycero-3-phosphocholine CCCCCCCCCCCCC(=O)OC[C@H](COP(=O)([O-])OCC[N+](C)(C)C)OC(=O)CCCCCCCCC/C=C\CCCCCCCC